N(=[N+]=[N-])C1=C(SC(=C1C1=C(C(=CC=C1)F)F)Cl)S(=O)(=O)NC(C)(C)C 3-azido-N-tert-butyl-5-chloro-4-(2,3-difluorophenyl)thiophene-2-sulfonamide